C[C@H]1N(C[C@H]1N1CCN(CC1)C(C=C)=O)C1=NC(=NC(=C1)N1CCC2(C(CCO2)=C)CC1)C(F)(F)F 1-(4-((2R,3R)-2-Methyl-1-(6-(4-methylene-1-oxa-8-azaspiro[4.5]decan-8-yl)-2-(trifluoromethyl)pyrimidin-4-yl)azetidin-3-yl)piperazin-1-yl)prop-2-en-1-one